1-(6,7-dihydro-5H-benzo[6,7]cyclohepta[1,2-c]pyridazin-3-yl)-N3-(7-(2-(diethylamino)ethyl)methylamino-6,7,8,9-tetrahydro-5H-benzo[7]annulene-2-yl)-1H-1,2,4-triazole-3,5-diamine N1=NC(=CC2=C1C1=C(CCC2)C=CC=C1)N1N=C(N=C1N)NC=1C=CC2=C(CCC(CC2)CCN(CC)CC)C1NC